Natrium butanthiolat C(CCC)[S-].[Na+]